CC1(CC(CC(C1)C)N=C=O)C 3,3,5-trimethylcyclohexyl isocyanate